4-(5-{[2-(Trifluoromethyl)phenyl]methoxy}pyridin-2-yl)-2H,4H,5H,6H,7H-pyrazolo[3,4-b]pyridin-6-one FC(C1=C(C=CC=C1)COC=1C=CC(=NC1)C1C=2C(NC(C1)=O)=NNC2)(F)F